C(CCCCCC)OC(=O)C=1C2=C(OC1C)C1=CC=CC=C1C(=C2)NS(=O)(=O)C2=CC=C(C=C2)OC 5-(4-Methoxyphenylsulfonamido)-2-methylnaphtho[1,2-b]furan-3-carboxylic acid heptyl ester